C(CCCCCCC\C=C/CCCCCCCC)(=O)OCCCN(CCCOC(CCCCCCC\C=C/CCCCCCCC)=O)C(CN(C)C)=O (Z)-((2-(dimethylamino)acetyl)azanediyl)bis(propane-3,1-diyl) dioleate